3-(2-amino-6-chloro-5-(5-(2-cyanopropan-2-yl)-2-methoxybenzyl)pyrimidin-4-yl)propanoic acid NC1=NC(=C(C(=N1)CCC(=O)O)CC1=C(C=CC(=C1)C(C)(C)C#N)OC)Cl